COC(C1=C(C(=C(C=C1)F)Br)F)=O.[GeH3+]=O.[Si+4] silicon GermaniumOn methyl-3-bromo-2,4-difluorobenzoate